N-(3-Methyl-butyl)-4-[3-((E)-2-pyridin-4-yl-vinyl)-phenylamino]-benzamide CC(CCNC(C1=CC=C(C=C1)NC1=CC(=CC=C1)\C=C\C1=CC=NC=C1)=O)C